CN1N=CC(=C1)C1=CC=2N(N=C1)C(=CN2)N2CCN(CCC2)C(=O)OC(C)(C)C tert-butyl 4-[7-(1-methyl-1H-pyrazol-4-yl)imidazo[1,2-b]pyridazin-3-yl]-1,4-diazepane-1-carboxylate